N1=CN=C2N=CNC2=C1N.[Na] Sodium Adenin